4-(Furan-2-yl)-7-isopropyl-11-oxo-2,6,7,11-tetrahydro-1H-furo[2,3-H]pyrido[2,1-a]isoquinoline-10-carboxylic acid O1C(=CC=C1)C1=CC=2CC(N3C(C2C2=C1OCC2)=CC(C(=C3)C(=O)O)=O)C(C)C